ClC1=C(C(=CC=C1Cl)OC)[C@H]1C[C@H](N(C1)C(=O)OC(C)(C)C)C(CO)O tert-butyl (2S,4R)-4-(2,3-dichloro-6-methoxyphenyl)-2-(1,2-dihydroxyethyl)pyrrolidine-1-carboxylate